[3-(methacrylamido)propyl]-trimethyl-ammonium chloride [Cl-].C(C(=C)C)(=O)NCCC[N+](C)(C)C